4-(5-(furan-2-yl)-2-methoxyphenyl)-7-(2-methoxyethoxy)-N6-(piperidin-4-yl)quinazoline-4,6-diamine O1C(=CC=C1)C=1C=CC(=C(C1)C1(NC=NC2=CC(=C(C=C12)NC1CCNCC1)OCCOC)N)OC